N(=[N+]=[N-])C1=CC=C(C(=O)OCC=CC2=CC=CC=C2)C=C1 4-(4-Azidobenzoyloxymethyl)Vinylbenzene